N1C(=S)NC(=O)C=C1 2-Thiouracil